ClC1(C(C=CC=C1)NC=O)C=O o-chloro-N-(2-formylphenyl)formamide